C(CCC)C1(NC(=NC(=N1)NC1=CC=NC=C1)C1=CC=CC=C1)N 2-butyl-6-phenyl-N4-(pyridin-4-yl)-1,3,5-triazine-2,4-diamine